(2-(1-ethyl-7-oxa-1-azaspiro[4.4]nonan-4-yl)-thieno[2,3-b]pyridin-4-yl)benzo[d]thiazol-5-amine C(C)N1CCC(C12COCC2)C2=CC=1C(=NC=CC1C=1SC3=C(N1)C=C(C=C3)N)S2